2-[(2S)-2-aminopropyl]-3-methyl-7-[(thiophen-2-ylmethyl)amino]furo[3,2-b]pyridine-5-carbonitrile N[C@H](CC1=C(C2=NC(=CC(=C2O1)NCC=1SC=CC1)C#N)C)C